3-butyl-2-(4-fluorobenzyl)-3-hydroxy-2,3,4,5-tetrahydro-1H-isoindol-1-one C(CCC)C1(N(C(C=2C=CCCC12)=O)CC1=CC=C(C=C1)F)O